N-cyclopentyl-1-[[5-[5-(trifluoromethyl)-1,2,4-oxadiazol-3-yl]-2-thienyl]methyl]-1,2,4-triazole-3-carboxamide C1(CCCC1)NC(=O)C1=NN(C=N1)CC=1SC(=CC1)C1=NOC(=N1)C(F)(F)F